ClC1=CC=C(C=C1)NC(CC1=CC=C(C=C1)C1=CC=2N(C=C1)N=CN2)=O N-(4-Chlorophenyl)-2-[4-([1,2,4]triazolo[1,5-a]pyridin-7-yl)phenyl]acetamide